Zinc hypophosphite salt [PH2](=O)[O-].[Zn+2].[PH2](=O)[O-]